NC1=NC=C(C(=N1)C1=CN(C2=NC=C(C=C21)C#CC(C)(O)C)CC=C)Cl 4-(3-(2-amino-5-chloropyrimidin-4-yl)-1-allyl-1H-pyrrolo[2,3-b]pyridin-5-yl)-2-methylbut-3-yn-2-ol